C1(C=CC(N1C1=CC=C(OC2=C(C(=CC=C2)OC2=CC=C(C=C2)N2C(C=CC2=O)=O)C(F)(F)F)C=C1)=O)=O 2,6-bis(4-maleimidophenoxy)benzotrifluoride